2-(2-(4,4,5,5-tetramethyl-1,3,2-dioxaborolan-2-yl)phenyl)acetonitrile CC1(OB(OC1(C)C)C1=C(C=CC=C1)CC#N)C